C(C)(=O)C1=NN(C2=CC=C(C=C12)C=1C=NC(=NC1)C)CC(=O)N1[C@@H](C[C@](C1)(F)CN=[N+]=[N-])C(=O)NC1=NC(=CC=C1)Br (2S,4R)-1-(2-(3-Acetyl-5-(2-methylpyrimidin-5-yl)-1H-indazol-1-yl)acetyl)-4-(azidomethyl)-N-(6-bromopyridin-2-yl)-4-fluoropyrrolidine-2-carboxamide